C(CCCCCCCCCCCCCCC(C)C)(=O)O.CN(CCCCCCCCCCCC)C dimethyl-lauryl-amine isostearate